4-((11H-dipyrido[2,3-b:3',2'-f]azepin-11-yl)methyl)-3-fluoro-N-hydroxybenzamide N1=CC=CC2=C1N(C1=C(C=C2)C=CC=N1)CC1=C(C=C(C(=O)NO)C=C1)F